N-(1-(2-(2,6-dioxopiperidin-3-yl)-1,3-dioxoisoindolin-5-yl)piperidin-4-yl)acetamide O=C1NC(CCC1N1C(C2=CC=C(C=C2C1=O)N1CCC(CC1)NC(C)=O)=O)=O